C(CCCCCC)(=O)OCCCCCCCCCCCCCCCCCC Heptanoic acid, octadecyl ester